NC=1C2=C(N=C(N1)[2H])C(=CC(=N2)C=2C=C(C=CC2)C#C[C@]2(C(N(CC2)C)=O)O)C(C)C (R)-3-((3-(4-amino-8-isopropylpyrido[3,2-d]pyrimidin-6-yl-2-d)phenyl)ethynyl)-3-hydroxy-1-methylpyrrolidin-2-one